N-(2-(4-(2-aminoethyl)piperazin-1-yl)ethyl)ethylenediamine NCCN1CCN(CC1)CCNCCN